CC1=CN=CC(=N1)C1C(C1)C(=O)N 2-(6-methyl-pyrazin-2-yl)cyclopropane-1-carboxamide